(2S,6R)-2-(1-cyclopropylpyrazol-4-yl)-4-[6,7-dimethyl-4-(1,1,4-trifluoro-2-iodo-indan-5-yl)pteridin-2-yl]-6-methyl-morpholine C1(CC1)N1N=CC(=C1)[C@H]1CN(C[C@H](O1)C)C1=NC2=NC(=C(N=C2C(=N1)C=1C(=C2CC(C(C2=CC1)(F)F)I)F)C)C